CN1CCN(CC1)C=NC1CCN(CC1)C 1-(4-methylpiperazin-1-yl)-N-(1-methylpiperidin-4-yl)methanimine